methyl 2-amino-3-(6-fluoro-1-hydroxy-3H-2,1-benzoxaborol-5-yl)propanoate NC(C(=O)OC)CC=1C(=CC2=C(COB2O)C1)F